[I-].[NH+]1=CC=CC=C1.[I-].C(CCCCCC)[NH3+] heptylammonium iodide pyridinium iodide